CN(C=1C(C(=O)[O-])=CC=CC1)C DIMETHYLANTHRANILAT